4-hydroxy-3-(5-(1-((2-(trimethylsilyl)ethoxy)methyl)-1H-1,2,4-triazol-5-yl)pyridin-3-yl)phenyl octylcarbamate C(CCCCCCC)NC(OC1=CC(=C(C=C1)O)C=1C=NC=C(C1)C1=NC=NN1COCC[Si](C)(C)C)=O